FC1=C(C=CC(=C1)S(=O)(=O)C(C)(C)C1=C(C(=CC=C1)[N+](=O)[O-])F)SC1=NC(=C(C(=N1)N1CCC(CC1)N(C(C)=O)C)OC)NC1=NNC(=C1)C N-(1-(2-((2-fluoro-4-((2-(2-fluoro-3-nitrophenyl)propan-2-yl)sulfonyl)phenyl)thio)-5-methoxy-6-((5-methyl-1H-pyrazol-3-yl)amino)pyrimidin-4-yl)piperidin-4-yl)-N-methylacetamide